FC1(CCC(CC1)N1C(C(=CC(=C1)C(F)(F)F)NC(C1=C(C=C(C=C1)NS(=O)(=O)CCO)N1CCC2(CC2)CC1)=O)=O)F N-(1-(4,4-difluorocyclohexyl)-2-oxo-5-(trifluoromethyl)-1,2-dihydropyridin-3-yl)-4-((2-hydroxyethyl)sulfonamido)-2-(6-azaspiro[2.5]octan-6-yl)benzamide